N-(1-oxo-3-phenyl-1-(1H-tetrazol-5-yl)propan-2-yl)-4-phenyl-1,2,5-thiadiazole-3-carboxamide O=C(C(CC1=CC=CC=C1)NC(=O)C1=NSN=C1C1=CC=CC=C1)C1=NN=NN1